[Pd+2].ClC1=C([C-](C=C1)P(C1=CC=CC=C1)C1=CC=CC=C1)Cl.[C-]1(C=CC=C1)P(C1=CC=CC=C1)C1=CC=CC=C1.[Fe+2] cis-dichloro-1,1'-bis(diphenylphosphino)ferrocene palladium(II)